(E)-N-(3-(4-Chlorostyryl)-1-(methyl-d3)-1H-pyrrolo[2,3-b]pyridin-5-yl)acrylamide ClC1=CC=C(/C=C/C2=CN(C3=NC=C(C=C32)NC(C=C)=O)C([2H])([2H])[2H])C=C1